terpyridyl-diamine N1=C(C(=C(C=C1)N)N)C1=NC=CC=C1C1=NC=CC=C1